tert-butyl (6aR)-4-chloro-3-(2-fluoro-6-hydroxyphenyl)-1-((S)-2-methylmorpholino)-12-oxo-6a,7,9,10-tetrahydro-12H-pyrazino[2,1-c]pyrido[3,4-f][1,4]oxazepine-8(6H)-carboxylate ClC1=C(N=C(C=2C(N3[C@@H](COC21)CN(CC3)C(=O)OC(C)(C)C)=O)N3C[C@@H](OCC3)C)C3=C(C=CC=C3O)F